1-(2-(3,8-diazabicyclo[3.2.1]octan-3-yl)-7-(thiazol-2-yl)-4-(trifluoromethoxy)benzo[d]oxazol-5-yl)ethan-1-one C12CN(CC(CC1)N2)C=2OC1=C(N2)C(=C(C=C1C=1SC=CN1)C(C)=O)OC(F)(F)F